FC(OC=1C=C(C=CC1)N1C(N(C2=C1C(=CC(=C2)C(=O)N[C@]2(CS(CC2)(=O)=O)C)F)C(C)C)=O)F 1-[3-(difluoromethoxy)phenyl]-7-fluoro-3-isopropyl-N-[(3R)-3-methyl-1,1-dioxo-thiolan-3-yl]-2-oxo-benzimidazole-5-carboxamide